ClC=1C=C(C=CC1F)NC(=O)C=1N(C(=C2C1CCC2=NO)C)C N-(3-chloro-4-fluorophenyl)-4-(hydroxyimino)-2,3-dimethyl-2,4,5,6-tetrahydrocyclopenta[c]pyrrole-1-carboxamide